trans-N-((trans-4-(6-Cyano-5-methoxypyridin-2-yl)cyclohexyl)methyl)-N-(4-(2-cyclopropylthiazol-5-yl)pyridin-2-yl)-4-hydroxycyclohexanecarboxamide C(#N)C1=C(C=CC(=N1)[C@@H]1CC[C@H](CC1)CN(C(=O)[C@@H]1CC[C@H](CC1)O)C1=NC=CC(=C1)C1=CN=C(S1)C1CC1)OC